OC1=C(C=[N+]2C(CCC2)C(=O)[O-])C=CC=C1 1-(2-hydroxybenzylidene)pyrrolidin-1-ium-2-carboxylate